1-carboxy-N,N,N-trimethylethanaminium chloride [Cl-].C(=O)(O)C(C)[N+](C)(C)C